3-(6-(4-fluorophenyl)-2-(1-methyl-1H-pyrazol-3-yl)pyridin-3-yl)pyrrolidin-3-ol TFA salt OC(=O)C(F)(F)F.FC1=CC=C(C=C1)C1=CC=C(C(=N1)C1=NN(C=C1)C)C1(CNCC1)O